N-[2,5-difluoro-4-(trifluoromethyl)phenyl]-5-imidazo[1,2-a]pyridin-8-yl-1H-pyrrole-3-sulfonamide FC1=C(C=C(C(=C1)C(F)(F)F)F)NS(=O)(=O)C1=CNC(=C1)C=1C=2N(C=CC1)C=CN2